4-(4-((1R,5S)-3-oxa-7,9-diazabicyclo[3.3.1]nonan-9-yl)-8-fluoro-2-(((2R,7aS)-2-fluorotetrahydro-1H-pyrrolizin-7a(5H)-yl)methoxy)quinazolin-7-yl)naphthalen-2-ol [C@H]12COC[C@H](CNC1)N2C2=NC(=NC1=C(C(=CC=C21)C2=CC(=CC1=CC=CC=C21)O)F)OC[C@]21CCCN1C[C@@H](C2)F